S1C(=NC2=C1C=CC=C2)NC(=O)C=2C=CC=C1CCN(CC21)C2=CC=C(C(=N2)C(=O)OC(C)(C)C)C=2C(=NN(C2C)CCCCCCCCCCCCCC(=O)O)C 14-[4-[6-[8-(1,3-benzothiazol-2-ylcarbamoyl)-3,4-dihydro-1H-isoquinolin-2-yl]-2-tert-butoxycarbonyl-3-pyridyl]-3,5-dimethyl-pyrazol-1-yl]tetradecanoic acid